2-amino-4-(4-(2-methoxyethoxy)phenyl)-6-((pyridin-2-ylmethyl)thio)pyridine-3,5-dicarbonitrile NC1=NC(=C(C(=C1C#N)C1=CC=C(C=C1)OCCOC)C#N)SCC1=NC=CC=C1